3-(3-(1H-indol-6-yl)ureido)-3-(4-benzyl-3,4-dihydro-2H-benzo[b][1,4]thiazin-6-yl)-N-(2-hydroxyethyl)-N-methylpropanamide N1C=CC2=CC=C(C=C12)NC(NC(CC(=O)N(C)CCO)C1=CC2=C(SCCN2CC2=CC=CC=C2)C=C1)=O